COC=1C=NC=CC1[C@@H]1N(CCCCC1)C1=NC(=NC(=C1)C)N |r| (+/-)-4-[2-(3-methoxy-4-pyridyl)azepan-1-yl]-6-methyl-pyrimidin-2-amine